N-(5-(3-(3,5-dimethylisoxazol-4-yl)-5-nitrophenoxy)-2-methylphenyl)-3-(piperidin-1-yl)propanamide CC1=NOC(=C1C=1C=C(OC=2C=CC(=C(C2)NC(CCN2CCCCC2)=O)C)C=C(C1)[N+](=O)[O-])C